tert-butyl N-{[3-(2,2-difluoroethenyl)phenyl]methyl}carbamate FC(=CC=1C=C(C=CC1)CNC(OC(C)(C)C)=O)F